[Bi].[Ni].[Nb].[Sb].[Nb] niobium antimony-niobium nickel-bismuth